1-((4-bromo-3-methylphenyl)sulfonyl)-3,3-difluoroazetidine BrC1=C(C=C(C=C1)S(=O)(=O)N1CC(C1)(F)F)C